(3,4-epoxycyclohexyl)methyl-triethoxysilane C1(CC2C(CC1)O2)C[Si](OCC)(OCC)OCC